(S)-4-(cyclohexanecarbonyl)-N-hydroxy-3-phenyl-2,3,4,5-tetrahydrobenzo[f][1,4]oxazepine-8-carboxamide C1(CCCCC1)C(=O)N1[C@H](COC2=C(C1)C=CC(=C2)C(=O)NO)C2=CC=CC=C2